C(C)OC(=O)N(CC(CCCC)CC)CC1=C(C(=O)O)C=CC=C1 2-(((ethoxycarbonyl)(2-ethylhexyl)amino)methyl)benzoic acid